ClC=1C=CC=2N=C3N([C@H]4C5=C(C(N[C@@H]3C4)=O)C=CC=C5OC(F)F)C2N1 (7R,14R)-11-chloro-1-(difluoromethoxy)-6,7-dihydro-7,14-methanobenzo[f]pyrido[3',2':4,5]imidazo[1,2-a][1,4]diazocin-5(14H)-one